BrC1=CC=C(N=N1)NC(=O)C=1C(C(=C2N(CC3N(C2=O)CCO3)C1)C1=CC=C(C=C1)F)=O N-(6-bromopyridazin-3-yl)-6-(4-fluorophenyl)-5,7-dioxo-2,3,5,7,11,11a-hexahydrooxazolo[3,2-a]pyrido[1,2-D]pyrazine-8-carboxamide